3,3-dimethyl-1-(2-(2-methyl-2H-pyrazolo[3,4-b]pyridin-5-yl)thieno[2,3-d]pyrimidin-6-yl)cyclobutanol CC1(CC(C1)(O)C1=CC2=C(N=C(N=C2)C2=CC=3C(N=C2)=NN(C3)C)S1)C